CN1CCC(CC1)NC1=CC=CC2=C1S(C=C2N2C=CC=C2)=O 7-((1-methylpiperidin-4-yl)amino)-1-oxido-3-(1H-pyrrol-1-yl)benzo[b]thiophen